CN(CCC1(C(C=C(C=C1)NC=1N=C(C2=C(N1)NC=C2)C2=CNC1=C(C=CC=C21)C)[N+](=O)[O-])NC)C 1-(2-(dimethylamino)ethyl)-N1-methyl-N4-(4-(7-methyl-1H-indol-3-yl)-7H-pyrrolo[2,3-d]pyrimidin-2-yl)-2-nitrobenzene-1,4-diamine